C(C)(C)C1=C(NC2=C1N=C(N=C2)C2CCN(CC2)C2COCC2)C=2C=C(C(N(C2)C)=O)C 5-(7-isopropyl-2-(1-(tetrahydrofuran-3-yl)piperidin-4-yl)-5H-pyrrolo[3,2-d]pyrimidin-6-yl)-1,3-dimethylpyridin-2(1H)-one